COCNC(=O)NCOC N,N'-bismethoxymethylurea